C(CCCCCCCCCCCCC)NNC(=O)C1=CC=C(CC2=C(C(=O)N)C=CC=C2)C=C1 (4-(2-tetradecylhydrazine-1-carbonyl)benzyl)benzamide